O1CCC(CC1)NC(=O)C=1C=NN2C1C=C(C=C2)C2=CNC=1N=C(N=CC12)N[C@H](C(F)(F)F)C (S)-N-(tetrahydro-2H-pyran-4-yl)-5-(2-((1,1,1-trifluoropropan-2-yl)amino)-7H-pyrrolo[2,3-d]pyrimidin-5-yl)pyrazolo[1,5-a]pyridine-3-carboxamide